2'-(Piperidin-4-ylamino)-7'-((1R,3R)-3-((tetrahydro-2H-pyran-2-yl)oxy)cyclohexyl)spiro[cyclopropane-1,5'-pyrrolo[2,3-d]pyrimidin]-6'(7'H)-one N1CCC(CC1)NC=1N=CC2=C(N1)N(C(C21CC1)=O)[C@H]1C[C@@H](CCC1)OC1OCCCC1